tert-Butyl 2,2,2-trichloroacetimidate ClC(C(OC(C)(C)C)=N)(Cl)Cl